(2S)-2-(9H-fluoren-9-ylmethoxycarbonylamino)-3-[4-(trifluoromethyl)phenyl]propanoic acid C1=CC=CC=2C3=CC=CC=C3C(C12)COC(=O)N[C@H](C(=O)O)CC1=CC=C(C=C1)C(F)(F)F